C1(=CC=CC=C1)C(CP)C1=CC=CC=C1 diphenylethylphosphine